1-(5-hydroxy-1,3-dihydro-2H-isoindol-2-yl)-2-(1,3-thiazol-2-ylsulfonyl)ethanone OC=1C=C2CN(CC2=CC1)C(CS(=O)(=O)C=1SC=CN1)=O